(R)-N-((S)-1-(4,5-dibromo-1-((2-(trimethylsilyl)ethoxy)methyl)-1H-imidazol-2-yl)-6-(2-(isoxazol-3-yl)-1,3-dioxolan-2-yl)hexyl)-2-methylpropane-2-sulfinamide BrC=1N=C(N(C1Br)COCC[Si](C)(C)C)[C@H](CCCCCC1(OCCO1)C1=NOC=C1)N[S@](=O)C(C)(C)C